C(N)(=O)C1CN(CC(C1)C1=CC=CC=C1)C(=O)[O-] 3-carbamoyl-5-phenylpiperidine-1-carboxylate